1-(6-(3,5-difluoro-4-hydroxyphenyl)-4-(4-((dimethylamino)methyl)cyclohexylamino)-1,5-naphthyridin-3-yl)ethanone FC=1C=C(C=C(C1O)F)C=1N=C2C(=C(C=NC2=CC1)C(C)=O)NC1CCC(CC1)CN(C)C